C(=O)O.CN(CCC1=CNC2=CC=CC(=C12)OC([C@@H](NC(=O)OC(C)(C)C)C(C)C)=O)C (tert-butoxycarbonyl)-L-valine 3-(2-(dimethylamino) ethyl)-1H-indol-4-yl ester formate